C(C=C)(=O)NC1=C(C(=O)NC2=CC(=NN2)CCC2=CC(=CC(=C2)OC)OC)C=CC(=C1)N1C[C@H](N[C@H](C1)C)C 2-acrylamido-N-(3-(3,5-dimethoxyphenethyl)-1H-pyrazol-5-yl)-4-((3R,5S)-3,5-dimethylpiperazin-1-yl)benzamide